FC1=CC=C(C=C1)C1=NOC(=N1)C1CCC12CCN(CC2)C(CC2=NON=C2C)=O 1-(1-(3-(4-fluorophenyl)-1,2,4-oxadiazol-5-yl)-7-azaspiro[3.5]nonan-7-yl)-2-(4-methyl-1,2,5-oxadiazol-3-yl)ethan-1-one